Cadmium Tellurit ethyl-aminopentanoate C(C)C(C(=O)[O-])(CCC)N.[Te](=O)([O-])O.[Cd+2]